BrC=1C=C(C=C(C1F)F)C(=O)C1=NC=C(C=C1)Cl (3-BROMO-4,5-DIFLUOROPHENYL)(5-CHLOROPYRIDIN-2-YL)METHANONE